methyl 1-{2-chloro-5-fluoropyrrolo[2,1-f][1,2,4]triazin-7-yl}cyclopropane-1-carboxylate ClC1=NN2C(C=N1)=C(C=C2C2(CC2)C(=O)OC)F